2-(2-Chloro-pyrimidin-4-yl)-1-(3-methoxy-phenyl)-ethanone ClC1=NC=CC(=N1)CC(=O)C1=CC(=CC=C1)OC